diethyl diacrylate C(C=C)(=O)OCC.C(C=C)(=O)OCC